C1(CCC1)N1C(C(N(C=C1)CC=1N=NC(=CC1)C1=C(C(=CC=C1)F)F)=O)=O 1-cyclobutyl-4-((6-(2,3-difluorophenyl)pyridazin-3-yl)methyl)-1,4-dihydropyrazine-2,3-dione